CC1=CC=C(CC(C(=O)C2=CC=C(C=C2)N2CCOCC2)(CC)N(C)C)C=C1 2-(4-methylbenzyl)-2-dimethylamino-1-(4-morpholinophenyl)-butan-1-one